1-[4-({3-cyclopropanecarbonyl-1H-pyrrolo[2,3-b]pyridin-4-yl}amino)piperidin-1-yl]prop-2-en-1-one C1(CC1)C(=O)C1=CNC2=NC=CC(=C21)NC2CCN(CC2)C(C=C)=O